diethyl 2-((3-benzoyl-6-fluorobenzofuran-2-yl) methyl)-2-bromomalonate C(C1=CC=CC=C1)(=O)C1=C(OC2=C1C=CC(=C2)F)CC(C(=O)OCC)(C(=O)OCC)Br